N1=CC=C(C=C1)C=1SC=C(N1)NC(OC(C)(C)C)=O tert-butyl N-[2-(4-pyridyl)thiazol-4-yl]carbamate